F[C@H]1CN(CC[C@H]1NC=1C=2N(C=CC1)C(=C(N2)C#CCNC2=C(C=C(C(=O)NC)C=C2)OC)C(=C(F)F)F)C 4-((3-(8-(((3S,4R)-3-fluoro-1-methylpiperidin-4-yl)amino)-3-(1,2,2-trifluorovinyl)imidazo[1,2-a]pyridin-2-yl)prop-2-yn-1-yl)amino)-3-methoxy-N-methylbenzamide